2,2'-bis[bis(3,5-ditrifluoromethylphenyl)phosphino]-1,1'-binaphthyl FC(C=1C=C(C=C(C1)C(F)(F)F)P(C1=C(C2=CC=CC=C2C=C1)C1=C(C=CC2=CC=CC=C12)P(C1=CC(=CC(=C1)C(F)(F)F)C(F)(F)F)C1=CC(=CC(=C1)C(F)(F)F)C(F)(F)F)C1=CC(=CC(=C1)C(F)(F)F)C(F)(F)F)(F)F